C(C)(C)(C)C1=CC2=C(C3=C(C4=CC=C(C=C4C(=C3C(=C2C=C1)C1=CC=C(C=C1)C(C)(C)C)C1=CC=CC=C1)C(C)(C)C)C1=CC=C(C=C1)C(C)(C)C)C1=CC=CC=C1 2,8-di-tert-butyl-5,11-Bis(4-tert-butylphenyl)-6,12-diphenylnaphthacene